O1N=CC(=C1)C=1C=C2C=CN(C(C2=CC1)=O)CC=1C=C(C(=O)NC)C=CC1 3-((6-(isoxazol-4-yl)-1-oxoisoquinolin-2(1H)-yl)methyl)-N-methylbenzamide